3-(3,5-Dimethyl-1-adamantyl)aminobutan CC12CC3(CC(CC(C1)(C3)C)C2)NC(CC)C